[C@@H]1([C@H](CCCC1)OCCO)OCCO 2,2'-(((1R,2S)-cyclohexane-1,2-diyl)bis(oxy))bis(ethan-1-ol)